N2-[2-cyclopropoxy-4-(piperidin-4-yl)phenyl]-N4-(3-isopropylsulfonyl-1-methyl-1H-pyrazol-4-yl)5-(trifluoromethyl)pyrimidin-2,4-diamine C1(CC1)OC1=C(C=CC(=C1)C1CCNCC1)NC1=NC=C(C(=N1)NC=1C(=NN(C1)C)S(=O)(=O)C(C)C)C(F)(F)F